(Z)-methyl 4-((6-((2,6-dimethylbenzyl)sulfonyl)-3-oxo-3,4-dihydro-2H-benzo[b][1,4]thiazin-2-ylidene)methyl)-3-nitrobenzoate CC1=C(CS(=O)(=O)C2=CC3=C(S\C(\C(N3)=O)=C/C3=C(C=C(C(=O)OC)C=C3)[N+](=O)[O-])C=C2)C(=CC=C1)C